(S)-2-methylhexanoic acid C[C@H](C(=O)O)CCCC